BrC1=CC(=C(C(=O)/C(/C(=O)OCC)=C/N(C)C)C=C1)F ethyl (Z)-2-(4-bromo-2-fluorobenzoyl)-3-(dimethylamino)acrylate